C1(CC1)N1CCN(CC1)C1CCN(CC1)C1=C(C=C(C(=C1)OC)NC1=NC=NC(=C1)N1OCC[C@@H]1C1=CC(=CC(=C1)OC1=CC(=CC=C1)F)F)NC(C=C)=O (R)-N-(2-(4-(4-cyclopropylpiperazin-1-yl)piperidin-1-yl)-5-((6-(3-(3-fluoro-5-(3-fluorophenoxy)-phenyl)isoxazolidin-2-yl)pyrimidin-4-yl)amino)-4-methoxyphenyl)acrylamide